(3'S,5S)-1'-(3,5-dichloro-2-pyridinyl)-2-(2-ethoxyphenyl)-3'-ethyl-7-[[(2R)-pyrrolidin-2-yl]methyl]spiro[6,8-dihydro-1,7-naphthyridine-5,4'-piperidine] ClC=1C(=NC=C(C1)Cl)N1C[C@H]([C@@]2(CC1)C=1C=CC(=NC1CN(C2)C[C@@H]2NCCC2)C2=C(C=CC=C2)OCC)CC